7-[(2-hydroxyethyl)amino]-1,6-dimethyl-4-{4-[1-(2-methylphenyl)-1H-pyrazol-3-yl]piperidin-1-yl}-2-oxo-1,2-dihydroquinoline-3-carbonitrile OCCNC1=C(C=C2C(=C(C(N(C2=C1)C)=O)C#N)N1CCC(CC1)C1=NN(C=C1)C1=C(C=CC=C1)C)C